C(CCCCCCCCCC=CCCCCCCCC)(=O)OCCCCCCCCCCCCCCCCCCCCCCCC(CC)C 24-methylhexacosyl eicos-11-enoate